(2S)-2-[[(2-benzyloxy-2-oxo-ethyl)amino]carbamoyl]pyrrolidine-1-carboxylic acid benzyl ester C(C1=CC=CC=C1)OC(=O)N1[C@@H](CCC1)C(NNCC(=O)OCC1=CC=CC=C1)=O